(3S,4R)-4-((7-(5-(tert-butyl)pyrimidin-2-yl)-5-fluoropyrrolo[2,1-f][1,2,4]triazin-2-yl)amino)tetrahydro-2H-pyran-3-ol C(C)(C)(C)C=1C=NC(=NC1)C1=CC(=C2C=NC(=NN21)N[C@H]2[C@@H](COCC2)O)F